2,2-dimethyl-N-[6-methyl-5-(trifluoromethyl)-3-[3-(trifluoromethyl)bicyclo[1.1.1]pentane-1-carbonyl]-2-pyridyl]-propanamide CC(C(=O)NC1=NC(=C(C=C1C(=O)C12CC(C1)(C2)C(F)(F)F)C(F)(F)F)C)(C)C